C(C)N(CCOC(COC1=NN(C2=CC=CC=C12)CC1=CC=CC=C1)=O)CC.CC1=CC=C(C=C1)S(=O)(=O)Cl para-toluenesulfonylchloride 2-(diethylamino)ethyl-[(1-benzyl-1H-indazol-3-yl)oxy]acetate